trans-2-(3-((tert-butoxy)carbonylamino)cyclohexyl)acetic acid C(C)(C)(C)OC(=O)N[C@@H]1C[C@H](CCC1)CC(=O)O